OC1(CC(C1)N1N=C(C2=CC=CC(=C12)C(F)(F)F)C#N)C 1-[(cis)-3-hydroxy-3-methylcyclobutyl]-7-(trifluoromethyl)-1H-indazole-3-carbonitrile